2-(3-chloro-4-fluorophenyl)-2-[(4-formyl-1H-1,3-benzodiazol-2-yl)amino]propyl 2,2-dimethylpropanoate CC(C(=O)OCC(C)(NC1=NC2=C(N1)C=CC=C2C=O)C2=CC(=C(C=C2)F)Cl)(C)C